5-(6-chloro-5-((1S,2S)-2-((trifluoromethoxy)methyl)cyclopropyl)pyridazin-3-yl)pyrimidine ClC1=C(C=C(N=N1)C=1C=NC=NC1)[C@@H]1[C@H](C1)COC(F)(F)F